N1=CC=C2N1CCNC2 6,7-DIHYDRO-4H-PYRAZOLO[1,5-A]PYRAZINE